2,4-Difluoro-N-{2-(methyloxy)-5-[4-(4-pyridazinyl)-6-quinolinyl]-3-pyridinyl}benzenesulfonamide FC1=C(C=CC(=C1)F)S(=O)(=O)NC=1C(=NC=C(C1)C=1C=C2C(=CC=NC2=CC1)C1=CN=NC=C1)OC